Thiodiethylenebis[(3,5-di-tert-butyl-4-hydroxyphenyl) propionate] S(CCC(C(=O)[O-])(C)C1=CC(=C(C(=C1)C(C)(C)C)O)C(C)(C)C)CCC(C(=O)[O-])(C)C1=CC(=C(C(=C1)C(C)(C)C)O)C(C)(C)C